(E)-(1-(4-(dimethylamino)but-2-enoyl)pyrrolidin-2-yl)methyl 4-((3-isopropyl-5-methylpyrazolo[1,5-a]pyrimidin-7-yl)amino)piperidine-1-carboxylate C(C)(C)C=1C=NN2C1N=C(C=C2NC2CCN(CC2)C(=O)OCC2N(CCC2)C(\C=C\CN(C)C)=O)C